C(#N)CC(=O)C=1C=C(C#N)C=CC1 3-(2-cyanoacetyl)benzonitrile